N-[1-[2-[5-(2,2-difluoroethoxy)pyrimidin-2-yl]-1,2,4-triazol-3-yl]ethyl]-3,5-bis(trifluoromethyl)benzamide FC(COC=1C=NC(=NC1)N1N=CN=C1C(C)NC(C1=CC(=CC(=C1)C(F)(F)F)C(F)(F)F)=O)F